ClC1=CC(=C2C(C(=CN(C2=N1)C1=NC(=NS1)C=1C=NC=C(C1)C)C(=O)O)=O)C 7-chloro-5-methyl-1-[3-(5-methylpyridin-3-yl)-1,2,4-thiadiazol-5-yl]-4-oxo-1,4-dihydro-1,8-naphthyridine-3-carboxylic acid